(R)-N-(2-methyl-4-(4-(4-methylpiperazin-1-yl)piperidin-1-yl)phenyl)-6-(3-phenylisoxazolidin-2-yl)pyrimidin-4-amine CC1=C(C=CC(=C1)N1CCC(CC1)N1CCN(CC1)C)NC1=NC=NC(=C1)N1OCC[C@@H]1C1=CC=CC=C1